2-bromo-6-[(2,2-difluoro-1,3-benzodioxol-5-yl)oxy]pyridine BrC1=NC(=CC=C1)OC1=CC2=C(OC(O2)(F)F)C=C1